[N-](S(=O)(=O)C(F)(F)F)S(=O)(=O)C(F)(F)F Bistriflimid